(2R)-4-(3-hydroxy-4-nitrophenyl)-2-methyl-3,6-dihydro-2H-pyridine-1-carboxylic acid tert-butyl ester C(C)(C)(C)OC(=O)N1[C@@H](CC(=CC1)C1=CC(=C(C=C1)[N+](=O)[O-])O)C